FC=1C=NN2C1C(=CC=C2C#N)N2C[C@@]1(C[C@@]1(C2)C(F)(F)F)C=2OC(=NN2)OC2CCN(CC2)C 3-fluoro-4-((1S,5R)-1-(5-((1-methylpiperidin-4-yl)oxy)-1,3,4-oxadiazol-2-yl)-5-(trifluoromethyl)-3-azabicyclo[3.1.0]hexan-3-yl)pyrazolo[1,5-a]pyridine-7-carbonitrile